2-chloro-4,6-di-(4-n-butylamino-1,2,2,6,6-pentamethylpiperidyl)-1,3,5-triazine ClC1=NC(=NC(=N1)C1C(N(C(CC1NCCCC)(C)C)C)(C)C)C1C(N(C(CC1NCCCC)(C)C)C)(C)C